C(C)[C@]1(C(OCC=2C(N3CC=4N(C5=C(C=C(C=C5C(C4C3=CC21)=C=O)F)OCCNC(OC(C)(C)C)=O)C)=C=O)=C=O)O tert-butyl (S)-(2-((4-ethyl-8-fluoro-4-hydroxy-11-methyl-3,6,14-tricarbonyl-3,4,6,11,12,14-hexahydro-1H-pyrano[3',4':6,7]indolizino[2,1-b]quinolin-10-yl)oxy)ethyl)carbamate